CC=1N(C(=CC1C(=O)OC(COC1=C(C=CC=C1Br)Br)C1=C(C=C(C=C1)Cl)F)C1=NC=C(C=C1OCC1=CC(=CC(=C1)F)F)Br)C 1-(4-Chloro-2-fluorophenyl)-2-(2,6-dibromophenoxy)ethanol methyl-5-{5-bromo-3-[(3,5-difluorophenyl)methoxy]pyridin-2-yl}-1-methylpyrrole-3-carboxylate